2-((3-chloro-4-fluorophenyl)(3,4-difluorophenyl)methyl)-N-(pyrrolidin-3-yl)-1H-imidazole-4-sulfonamide ClC=1C=C(C=CC1F)C(C=1NC=C(N1)S(=O)(=O)NC1CNCC1)C1=CC(=C(C=C1)F)F